3-(3,5-dimethyl-1-(3-(trifluoromethyl)-[1,2,4]triazolo[4,3-b]pyridazin-6-yl)-1H-pyrazol-4-yl)-1-(pyrrolidin-1-yl)propan-1-one CC1=NN(C(=C1CCC(=O)N1CCCC1)C)C=1C=CC=2N(N1)C(=NN2)C(F)(F)F